3-(1,3-Dioxolan-4-yliden)-1,1,1-trifluoro-propan-2-on O1COC(C1)=CC(C(F)(F)F)=O